Cl\C(=C/[O-])\C(=O)OCC.[K+] potassium (Z)-2-chloro-3-ethoxy-3-oxoprop-1-en-1-olate